ClC1=C(C=CC(=C1)CNC([2H])([2H])[2H])N1N=CC(=C1)C1=NC(=NC=C1C#N)N[C@@H]1[C@@H](CN(CC1)S(=O)(=O)C1CC1)C 4-(1-(2-Chloro-4-(((methyl-d3)amino)methyl)phenyl)-1H-pyrazol-4-yl)-2-(((3R,4S)-1-(cyclopropylsulfonyl)-3-methylpiperidin-4-yl)amino)pyrimidine-5-carbonitrile